benzeneOxyethanol C1(=CC=CC=C1)OC(C)O